C12C3C4C=CC(C3C(C3C5CCC(C31)C5)C2)C4 hexacyclo[6.6.1.13,6.110,13.02,7.09,14]-4-heptadecene